ethyl 2-((bis(4-methoxyphenyl)(phenyl)methyl)thio)acetate COC1=CC=C(C=C1)C(SCC(=O)OCC)(C1=CC=CC=C1)C1=CC=C(C=C1)OC